CC(C)C(C(CC=C(C)C)(C)C)=O 2,4,4,7-tetra-methyloct-6-en-3-one